2-(2-hydroxypropan-2-yl)-N'-((2,3,5,6-tetramethylpyridin-4-yl)carbamoyl)thiazole-5-sulfonimidamide OC(C)(C)C=1SC(=CN1)S(=O)(N)=NC(NC1=C(C(=NC(=C1C)C)C)C)=O